Lutetium trifluoromethanesulfonate FC(S(=O)(=O)[O-])(F)F.[Lu+3].FC(S(=O)(=O)[O-])(F)F.FC(S(=O)(=O)[O-])(F)F